The molecule is the anion formed by loss of a proton from the carboxy group of (R)-3-hydroxyisobutyric acid; major microspecies at pH 7.3. It is a conjugate base of a (2R)-3-HYDROXY-2-METHYLPROPANOIC ACID. It is an enantiomer of a (S)-3-hydroxyisobutyrate. C[C@H](CO)C(=O)[O-]